NC1=C(CC(S1)C1=CC=CC=C1)C#N 5-amino-2-phenyl-2,3-dihydrothiophene-4-carbonitrile